tert-Butyl 4-(3-chloro-4-(ethoxycarbonyl)-1H-pyrazol-1-yl)piperidine-1-carboxylate ClC1=NN(C=C1C(=O)OCC)C1CCN(CC1)C(=O)OC(C)(C)C